FC12CC(C1)(C2)C(=O)N(NCC2=NC=C(C=C2)C(F)(F)F)C 3-fluoro-N-methyl-N'-[[5-(trifluoromethyl)-2-pyridyl]methyl]bicyclo[1.1.1]pentane-1-carbohydrazide